ClC=1C=C2C(=NC(N(C2=CC1C1=C(C=CC=C1)F)C=1N(C=CN1)C(C)C)=O)N1[C@H](CN(CC1)C(=O)OC(C)(C)C)C (S)-tert-butyl 4-(6-chloro-7-(2-fluorophenyl)-1-(1-isopropyl-1H-imidazol-2-yl)-2-oxo-1,2-dihydroquinazolin-4-yl)-3-methylpiperazine-1-carboxylate